1-((S)-2-((S)-7-(2,4-difluoro-6-(2-hydroxyethoxy)phenyl)-4-(6-(dimethylamino)pyridin-3-yl)thieno[3,2-c]pyridin-6-yl)-4-methyl-6,7-dihydropyrazolo[1,5-a]pyrazin-5(4H)-yl)prop-2-en-1-one FC1=C(C(=CC(=C1)F)OCCO)C=1C2=C(C(=NC1C1=NN3C([C@@H](N(CC3)C(C=C)=O)C)=C1)C=1C=NC(=CC1)N(C)C)C=CS2